dimethyl 2,4,6-trimethylsebacate CC(C(=O)OC)CC(CC(CCCC(=O)OC)C)C